6-bromo-5-fluoro-3-pyridinamine BrC1=C(C=C(C=N1)N)F